CC1CC=C(C2=CC=CC=C12)CC1OCC(CO1)=O 2-[(4-methyl-3,4-dihydronaphthalen-1-yl)methyl]-1,3-dioxan-5-one